C1NCC12C1(CNCC1)CNC2 2,7,11-triazadispiro[3.0.45.34]dodecane